C(C1=CC=CC=C1)N1C2=CC=C(C=C2C=2C=C(C=CC12)Br)Br 9-benzyl-3,6-dibromocarbazole